NC1=C2C=CNC(C2=CC(=C1)Br)=O 5-amino-7-bromoisoquinolin-1(2H)-one